5-(1-ethyl-1H-benzo[d][1,2,3]triazol-6-yl)-7H-pyrrolo[2,3-d]pyrimidin-2-amine C(C)N1N=NC2=C1C=C(C=C2)C2=CNC=1N=C(N=CC12)N